O=C1NC(CCC1N1C(C2=CC=CC(=C2C1)OCC1=CC=C(CN2CCN(CC2)C2=C(C=C(C#N)C=C2)F)C=C1)=O)=O 4-(4-(4-(((2-(2,6-dioxopiperidin-3-yl)-1-oxoisoindolin-4-yl)oxy)methyl)benzyl)piperazin-1-yl)-3-fluorobenzonitrile